FC1=CC=C(C=C1)C(N1CCN(CC1)CC=1C=C(C=CC1C(F)(F)F)N(CCN(C)CCN(C)C)C)C1=CC=C(C=C1)F N1-(3-((4-(bis(4-fluorophenyl)methyl)piperazin-1-yl)methyl)-4-(trifluoromethyl)phenyl)-N2-(2-(dimethylamino)ethyl)-N1,N2-dimethylethan-1,2-diamine